ClC=1C(=NC=NC1N1CCOCC1)NC1=NNC2=CC(=CC=C12)[C@@H]1C[C@@]12C(NC1=CC=C(C=C21)OC)=O (1R,2S)-2-(3-{[5-chloro-6-(morpholin-4-yl)pyrimidin-4-yl]amino}-1H-indazol-6-yl)-5'-methoxyspiro[cyclopropan-1,3'-indol]-2'(1'H)-one